(6aR,9R)-5-bromo-N,N-diethyl-7-methyl-4,6,6a,7,8,9-hexahydroindolo[4,3-fg]quinoline-9-carboxamide-1,2,3-d3 BrC=1NC2=C(C(=C(C=3C4=C[C@H](CN([C@@H]4CC1C32)C)C(=O)N(CC)CC)[2H])[2H])[2H]